C1(CC1)C=1C=NC(=C(C(=O)NC2=CC(=CC=C2)S(N)(=O)=O)C1)N1CCC(CCC1)(F)F 5-cyclopropyl-2-(4,4-difluoroazepan-1-yl)-N-(3-sulfamoyl-phenyl)nicotinamide